cyanomethyl (S)-2-((tert-butoxycarbonyl)amino)-3-(4-(2-(2-(2-(5-cyanothiophene-2-carboxamido)ethoxy) ethoxy)ethoxy)phenyl)propanoate C(C)(C)(C)OC(=O)N[C@H](C(=O)OCC#N)CC1=CC=C(C=C1)OCCOCCOCCNC(=O)C=1SC(=CC1)C#N